NC1=C2N=CN(C2=NC=N1)C[C@@H](C)OCP(OCCCSCCCCCCCCCCCCCCCS(F)(F)(F)(F)F)(O)=O 3-((15-(pentafluoro-λ6-sulfanyl)pentadecyl)thio)propyl hydrogen ((((R)-1-(6-amino-9H-purin-9-yl)propan-2-yl)oxy)methyl)phosphonate